BrC1=CC=C(CP(OCC)(OCC)[O-])C=C1 diethyl 4-bromobenzylphosphite